CN1C[C@@H]([C@H](C1)C)C(=O)O |r| rac-(3R,4R)-1,4-dimethylpyrrolidine-3-carboxylic acid